bis-trifluoroethyl methyl phosphate P(=O)(OCC(F)(F)F)(OCC(F)(F)F)OC